1-methyl-4-(4-tert-butyl-phenyl)quinoline iodonium salt [IH2+].CN1CC=C(C2=CC=CC=C12)C1=CC=C(C=C1)C(C)(C)C